tert-butyl (2-((4-(2-aminobenzo[d]thiazol-4-yl)-2-(N,N-bis(4-methoxybenzyl)sulfamoyl)-3-(2-(4-methoxybenzyl)-2H-tetrazol-5-yl)phenyl)sulfonyl)ethyl)carbamate NC=1SC2=C(N1)C(=CC=C2)C2=C(C(=C(C=C2)S(=O)(=O)CCNC(OC(C)(C)C)=O)S(N(CC2=CC=C(C=C2)OC)CC2=CC=C(C=C2)OC)(=O)=O)C=2N=NN(N2)CC2=CC=C(C=C2)OC